2,2-dimethyl-1-phenylpropan-1-amine CC(C(N)C1=CC=CC=C1)(C)C